N-[(Z)-1-(3-isopropoxyphenyl)ethylideneamino]-4-methyl-benzenesulfonamide C(C)(C)OC=1C=C(C=CC1)\C(\C)=N/NS(=O)(=O)C1=CC=C(C=C1)C